ClC=1C=NN2C1C(NC1=CC=CC=C21)=O 3-chloropyrazolo[1,5-a]quinoxalin-4(5H)-one